NC1=C(NC(=C1C)C)C(=O)[O-] 3-amino-4,5-dimethyl-1H-pyrrole-2-carboxylate